C(#N)C1(CC1)N1C(N=CC=C1)C1NCCN(C1)C(=O)[O-] 5-(1-(cyanocyclopropyl)pyrimidin-2-yl)piperazine-1-carboxylate